4,4,5,5-Tetramethyl-2-phenyl-1,3,2-dioxaborolan CC1(OB(OC1(C)C)C1=CC=CC=C1)C